[Si](C)(C)(C(C)(C)C)OC1CC(C1)(C)OC(C)=O acetic acid 3-((tert-butyldimethylsilyl) oxy)-1-methylcyclobutyl ester